3-amino-5-fluoro-N-(4-fluoro-2-{octahydropyrrolo[2,3-c]pyrrol-1-yl}-5,6,7,8-tetrahydroquinolin-6-yl)-6-methylthieno[2,3-b]pyridine-2-carboxamide NC1=C(SC2=NC(=C(C=C21)F)C)C(=O)NC2CC=1C(=CC(=NC1CC2)N2CCC1C2CNC1)F